CCCCC#CCCCC dec-5-yne